NC=1NC(C=2N=CN(C2N1)[C@@H]1O[C@@]([C@H](C1)O)(CO)N=[N+]=[N-])=O 2-amino-9-((2R,4S,5R)-5-azido-4-hydroxy-5-(hydroxymethyl)tetrahydrofuran-2-yl)-1,9-dihydro-6H-purin-6-one